tert-butyl (7S)-7-[[(1S)-2-methoxy-2-oxo-1-[[(3S)-2-oxopyrrolidin-3-yl]methyl]ethyl]carbamoyl]-6-azaspiro[3.4]octane-6-carboxylate COC([C@H](C[C@H]1C(NCC1)=O)NC(=O)[C@H]1N(CC2(CCC2)C1)C(=O)OC(C)(C)C)=O